C(C)P([O-])(=O)CC Diethylphosphinate